FC1=C(C(=O)OC)C=CC(=C1)N1N=NC(=C1)C methyl 2-fluoro-4-(4-methyl-1H-1,2,3-triazol-1-yl)benzoate